4-(difluoromethyl)-6-(1H-imidazol-1-yl)-N-(4-(2-methoxyethoxy)cyclohexyl)picolinamide FC(C1=CC(=NC(=C1)N1C=NC=C1)C(=O)NC1CCC(CC1)OCCOC)F